NC=1C(=NC=2C=C3C(=CC2C1)OCC(N3)=O)C(C)(C)O 8-amino-7-(2-hydroxypropan-2-yl)-2H-[1,4]oxazino[2,3-g]quinolin-3(4H)-one